FC(C(=O)O)(F)F.NC1=NN2C(N=CC=C2)=C1C(=O)NC(C)C=1C=C(C=2N(C1C1=CC=CC=C1)C=NC2)Cl 2-Amino-N-[1-(8-chloro-5-phenylimidazo[1,5-a]pyridin-6-yl)ethyl]pyrazolo[1,5-a]pyrimidine-3-carboxamide trifluoroacetate salt